C(#C)C=1C=CC(=C(C1)O)C1=NN=C(C2=CC=CC=C12)N[C@H]1COCCC1 (R)-5-ethynyl-2-(4-((tetrahydro-2H-pyran-3-yl)amino)phthalazin-1-yl)phenol